3-(7-Fluoro-4-oxo-pyrrolo[1,2-a]quinoxalin-5-yl)propanoic Acid FC=1C=C2N(C(C=3N(C2=CC1)C=CC3)=O)CCC(=O)O